C(C)OCCC[Si](OC)(OC)OC 3-ethoxypropyltrimethoxysilane